[N+](=O)([O-])C=1C(=NC=C(C1)C1=CC=CC=C1)NC1=CC=C(C=C1)CO [4-[(3-nitro-5-phenyl-2-pyridyl)amino]phenyl]methanol